N-(3-(6-(3-acetamido-prop-1-yn-1-yl)-5-morpholinopyridin-3-yl)-4-methylphenyl)-2-(trifluoromethyl)-isonicotinamide C(C)(=O)NCC#CC1=C(C=C(C=N1)C=1C=C(C=CC1C)NC(C1=CC(=NC=C1)C(F)(F)F)=O)N1CCOCC1